C(C(=C)C)(=O)OCCCCCCCCCOC(C(=C)C)=O nonane-1,9-diol dimethacrylate